ClC=1C=C(C=CC1Cl)C1=CC=C(O1)C=C1C(C2=CC=CC=C2C1=O)=O 2-[[5-(3,4-Dichlorophenyl)-2-furanyl]methylene]-1H-indene-1,3(2H)-dione